[O-]S(=O)(=O)C(F)(F)F.[Bi+3].[O-]S(=O)(=O)C(F)(F)F.[O-]S(=O)(=O)C(F)(F)F bismuth(III) triflate